(E)-2-(3-(2-cyano-2-(3H-imidazo[4,5-c]pyridin-2-yl)vinyl)-2,5-dimethyl-1H-pyrrol-1-yl)-4,5-dimethylfuran-3-carbonitrile C(#N)\C(=C/C1=C(N(C(=C1)C)C=1OC(=C(C1C#N)C)C)C)\C1=NC2=C(C=NC=C2)N1